CC1=C(OC=2CCC3=CN(N=C3C21)CC2=NC=CC=C2)C(=O)NC[C@@H]2COCC2 8-Methyl-2-(pyridin-2-ylmethyl)-N-[(3R)-tetrahydrofuran-3-ylmethyl]-4,5-dihydro-2H-furo[2,3-g]indazol-7-carboxamid